bis(4-(n-octyl-n-octadecyl-amino) phenyl) ketone C(CCCCCCC)N(C1=CC=C(C=C1)C(=O)C1=CC=C(C=C1)N(CCCCCCCCCCCCCCCCCC)CCCCCCCC)CCCCCCCCCCCCCCCCCC